FC(C=1C=C(C=C(C1)C(F)(F)F)C1=CC(=CC=2C3=CC(=CC(=C3C=CC12)C1=CC(=CC(=C1)C(F)(F)F)C(F)(F)F)C(C)C)C(C)C)(F)F 1,8-bis(3,5-bis(trifluoromethyl)phenyl)-3,6-diisopropylphenanthrene